4-bromo-3H-imidazo[4,5-c]pyridine-7-carboxylic acid, lithium salt [Li+].BrC1=NC=C(C2=C1NC=N2)C(=O)[O-]